3-(4-hydroxyphenyl)-4-p-tolyl-chroman-7-ol Ethyl-5-(3-(4-methylpent-1-ynyl)phenoxy)-1H-1,2,3-triazole-4-carboxylate C(C)N1N=NC(=C1OC1=CC(=CC=C1)C#CCC(C)C)C(=O)OC1=CC=C2C(C(COC2=C1)C1=CC=C(C=C1)O)C1=CC=C(C=C1)C